N1(CCNCC1)S(=O)(=O)C1=CC=C(CNC(=O)C2=CC=3C(=CN=CC3)O2)C=C1 Furo[2,3-c]pyridine-2-carboxylic acid 4-(piperazine-1-sulfonyl)-benzylamide